FC1=C(C=CC=C1)C1(CCNCC1)C(=O)[O-] 4-(2-fluorophenyl)piperidine-4-carboxylate